C(C1=CC=CC=C1)N1C(C=2C=C(N=CC2C=C1)CNC(OCCCC)=O)C Butyl ((6-benzyl-5-methyl-5,6-dihydro-2,6-naphthyridin-3-yl)methyl)carbamate